CC(CO)(CO)CCC 2-methyl-2-propylpropane-1,3-diol